C1(=CC=CC=C1)[C@@H]1[C@H](C1)NC(=O)[C@@H]1CN(C[C@H]1C(=O)N[C@@H]1[C@H](C1)C1=CC=CC=C1)C(C1=CC=C(C=C1)C(=O)N1C[C@H](CCC1)C(NCCCCCCCCCCCCCC)=O)=O (3S,4S)-N3,N4-bis((1S,2R)-2-phenylcyclopropyl)-1-(4-((S)-3-(tetradecylcarbamoyl)piperidine-1-carbonyl)benzoyl)pyrrolidine-3,4-dicarboxamide